ClC1=CC(=C(C=C1)C1=CC=C(C=C1)N1CCN(CC1)CC(C)(F)F)N1CC(CCC1)N1N=CC(=C1C(F)F)C(=O)[O-] 1-(1-{4-chloro-4'-[4-(2,2-difluoropropyl) piperazin-1-yl] [biphenyl]-2-yl} piperidin-3-yl)-5-(difluoromethyl)-1H-pyrazole-4-carboxylate